6-chloro-3-(((R)-1-(2-cyano-3-((((R)-2,2-difluoro-1-methylcyclopropyl)methyl)amino)-7-methylquinoxalin-5-yl)ethyl)amino)picolinic acid ClC1=CC=C(C(=N1)C(=O)O)N[C@H](C)C1=C2N=C(C(=NC2=CC(=C1)C)C#N)NC[C@@]1(C(C1)(F)F)C